C(CC)N(CCC)CCC[NH-] Dipropylaminopropylamide